tert-butyl 4-(2-((1S,5R)-3-(8-cyanoquinolin-5-yl)-5-(trifluoromethyl)-3-azabicyclo[3.1.0]hexane-1-carbonyl)hydrazine-1-carbonyl)piperidine-1-carboxylate C(#N)C=1C=CC(=C2C=CC=NC12)N1C[C@@]2(C[C@@]2(C1)C(F)(F)F)C(=O)NNC(=O)C1CCN(CC1)C(=O)OC(C)(C)C